tert-Butyl (2R,5S)-4-(2-{6-butyl-3,3-dimethyl-5-oxo-1H,2H,3H,5H,6H-pyrrolo[2,3-c]pyridin-1-yl}-2-oxoethyl)-5-{[(3R,5R)-3,5-dimethylmorpholin-4-yl]methyl}-2-methylpiperazinecarboxylate C(CCC)N1C=C2C(=CC1=O)C(CN2C(CN2C[C@H](N(C[C@@H]2CN2[C@@H](COC[C@H]2C)C)C(=O)OC(C)(C)C)C)=O)(C)C